[O-]CCC.[Cu+].C1(=CC=CC=C1)P(C1=CC=CC=C1)C1=CC=CC=C1 (triphenylphosphine) copper (I) propoxide